2-(2,6-dioxopiperidin-3-yl)-4-[[8-(methylamino)octyl]amino]-2,3-dihydro-1H-isoindole-1,3-dione O=C1NC(CCC1N1C(C2=CC=CC(=C2C1=O)NCCCCCCCCNC)=O)=O